FC(C(=O)O)(F)F.FC(C(=O)O)(F)F.CC1=NOC(=C1C1=CC(=C2C=3N([C@H](COC31)C3=NC=CC=C3)C(N2)=O)C=2CCNCC2)C (4S)-7-(3,5-dimethylisoxazol-4-yl)-4-pyridin-2-yl-9-(1,2,3,6-tetrahydropyridin-4-yl)-4,5-dihydroimidazo[1,5,4-de][1,4]benzoxazin-2(1H)-one bis(2,2,2-trifluoroacetate)